1-(2-Fluorophenyl)-6-oxo-N-[(1R)-1-[3-(2-oxo-1-pyridyl)phenyl]ethyl]pyridazine-3-carboxamide FC1=C(C=CC=C1)N1N=C(C=CC1=O)C(=O)N[C@H](C)C1=CC(=CC=C1)N1C(C=CC=C1)=O